N1=C2C(=NO1)OC=C2 furo[2,3-c]-1,2,5-oxadiazole